tert-butyl-(S)-2-methylpiperazine-1-carboxylate C(C)(C)(C)OC(=O)N1[C@H](CNCC1)C